C1(=CC=CC=C1)N1[NH2+]C(=NN1C1=CC=CC=C1)CC 2,3-diphenyl-5-ethyltetrazolium